2-amino-7-bromo-6-cyclopropyl-1-(3-fluoro-5-methoxy-2,6-dimethyl-phenyl)pyrrolo[3,2-c]pyridine-3-carboxamide NC1=C(C=2C=NC(=C(C2N1C1=C(C(=CC(=C1C)OC)F)C)Br)C1CC1)C(=O)N